N-(3-(2-((4-(4-acetylpiperazin-1-yl)phenyl)amino)-7-fluoroquinazolin-8-yl)phenyl)acrylamide C(C)(=O)N1CCN(CC1)C1=CC=C(C=C1)NC1=NC2=C(C(=CC=C2C=N1)F)C=1C=C(C=CC1)NC(C=C)=O